di(4-fluorophenyl) sulfide FC1=CC=C(C=C1)SC1=CC=C(C=C1)F